C(C1=CC=CC=C1)C=1C(=NN(C1)CC1=CC=C(C=C1)OC)NC(=O)C1=CC(=NC=C1F)C=C N-{4-benzyl-1-[(4-methoxyphenyl)methyl]pyrazol-3-yl}-2-ethenyl-5-fluoropyridine-4-carboxamide